ClC1=C(C(=CC(=C1)N1C[C@@](CCC1)(CCC1=CC(=CC=C1)C(F)(F)F)N(C)C)Cl)S(=O)(=O)NC1=NC=NC=C1 (S)-2,6-Dichloro-4-(3-(dimethylamino)-3-(3-(trifluoromethyl)phenethyl)piperidin-1-yl)-N-(pyrimidin-4-yl)benzenesulfonamide